2-(4-bromo-12-isopropyl-9-oxo-3-thia-1,10,11-triazatricyclo[6.4.0.02,6]dodeca-2(6),4,7,11-tetraen-10-yl)-N-(1-tert-butyl-3-piperidyl)acetamide BrC=1SC=2N3C(=NN(C(C3=CC2C1)=O)CC(=O)NC1CN(CCC1)C(C)(C)C)C(C)C